(R)-6-(2-chloroethyl)-4-((1-(3-(difluoromethyl)-2-fluorophenyl)ethyl)amino)-1-methylpyrido[3,4-d]pyridazin-7(6H)-one ClCCN1C=C2C(=NN=C(C2=CC1=O)C)N[C@H](C)C1=C(C(=CC=C1)C(F)F)F